FC=1C(=NC=CC1)C(=O)N1CC2(CC2)C[C@H]1C(=O)N[C@@H](C[C@H]1C(NCC1)=O)C(COC(F)(F)F)=O (S)-5-(3-fluoropicolinoyl)-N-((S)-3-oxo-1-((S)-2-oxopyrrolidin-3-yl)-4-(trifluoromethoxy)butan-2-yl)-5-azaspiro[2.4]-heptane-6-carboxamide